C(C1=CC=CC=C1)NC(\C(=C\C1=CC(=C(C=C1)O)O)\C#N)=O (E)-N-benzyl-2-cyano-3-(3,4-dihydroxyphenyl)acrylamide